O=C1NC(CCC1N1C(C2=CC=CC(=C2C1=O)NCCCC(=O)NC=1C=CC(=C(C(=O)N[C@H](C)C2=CC=CC3=CC=CC=C23)C1)C)=O)=O 5-(4-((2-(2,6-dioxopiperidin-3-yl)-1,3-dioxoisoindolin-4-yl)amino)butanamido)-2-methyl-N-((R)-1-(naphthalen-1-yl)ethyl)benzamide